FC(C(F)(F)F)(C=1C=C(C=2C=CC=3N(C2N1)C=C(N3)C=3OC=NN3)C(F)(F)F)F 2-(2-(perfluoroethyl)-4-(trifluoromethyl)imidazo[1,2-a][1,8]naphthyridin-8-yl)-1,3,4-oxadiazole